NC=1C(=NC(=CN1)C1=CC=C(C=C1)C)C(=O)NC1=CC=C(C=C1)S(=O)(=O)CP(OCC)(=O)C ethyl (4-(3-amino-6-p-tolylpyrazine-2-carboxamido)phenylsulfonyl)methyl(methyl)phosphinate